(3-(5,6-diphenylpyrazin-2-yl)phenyl)boronic acid C1(=CC=CC=C1)C=1N=CC(=NC1C1=CC=CC=C1)C=1C=C(C=CC1)B(O)O